2-{[(2R,7aS)-2-fluoro-hexahydropyrrolizin-7a-yl]methoxy}-8-methyl-7-[5-methyl-1-(oxan-2-yl)indazol-4-yl]-4-[(2R)-2-methylazetidin-1-yl]pyrano[4,3-d]pyrimidin-5-one F[C@@H]1C[C@@]2(CCCN2C1)COC=1N=C(C2=C(N1)C(=C(OC2=O)C2=C1C=NN(C1=CC=C2C)C2OCCCC2)C)N2[C@@H](CC2)C